3-[6-methyl-5-(oxolan-3-ylamino)pyridin-2-yl]-1H-indole-7-carbonitrile CC1=C(C=CC(=N1)C1=CNC2=C(C=CC=C12)C#N)NC1COCC1